NCCCCCCCNC1=C(C(=O)NC=2SC(=C(N2)C)C)C=CC(=C1)NC ((7-aminoheptyl)amino)-N-(4,5-dimethylthiazol-2-yl)-4-(methylamino)benzamide